tert-butyl (4S)-2,2-dimethyl-4-[3-phenyl-3-(5-sulfamoylpyrazol-1-yl)propyl]pyrrolidine-1-carboxylate CC1(N(C[C@H](C1)CCC(N1N=CC=C1S(N)(=O)=O)C1=CC=CC=C1)C(=O)OC(C)(C)C)C